NC=1C=2N(C3=CC(=C(C=C3N1)F)C(=O)N(CC1=NC=C(C=C1)C(F)(F)F)C=1C(=NC=CC1)C)C(=NC2)C 4-amino-7-fluoro-1-methyl-N-(2-methylpyridin-3-yl)-N-(5-(trifluoromethyl)pyridin-2-ylmethyl)imidazo[1,5-a]quinoxaline-8-carboxamide